Ethyl 3-iodo-5,6,7,8-tetrahydropyrazolo[5,1-b][1,3]oxazepine-2-carboxylate IC=1C(=NN2C1OCCCC2)C(=O)OCC